4-[1-(4-Chloro-benzyl)-1H-[1,2,3]triazol-4-yl]-piperidine, dihydrochloride Cl.Cl.ClC1=CC=C(CN2N=NC(=C2)C2CCNCC2)C=C1